ClC=1C=CC=C2C(C=C(OC12)C1=CC=C(C=C1)OCC1OCC1)=O 8-chloro-2-[4-(oxetan-2-ylmethoxy)phenyl]chromen-4-one